alpha-bromomalonic acid BrC(C(=O)O)C(=O)O